N-((1-(5-(3-fluorophenyl)-6-phenylpyrazin-2-yl)piperidin-4-yl)methyl)pivaloyl-amide FC=1C=C(C=CC1)C=1N=CC(=NC1C1=CC=CC=C1)N1CCC(CC1)C[N-]C(C(C)(C)C)=O